7-chloro-2-(1-methyl-1H-pyrazol-4-yl)pyrazolo[1,5-a]pyrimidine ClC1=CC=NC=2N1N=C(C2)C=2C=NN(C2)C